[2-[4-[5-[[(1s)-1-[(2s,4R)-4-hydroxy-2-[[4-(4-methylthiazol-5-yl)phenyl]methylcarbamoyl]pyrrolidine-1-carbonyl]-2,2-dimethyl-propyl]amino]-5-oxo-pentyl]piperazin-1-yl]ethyl]carbamate O[C@@H]1C[C@H](N(C1)C(=O)[C@H](C(C)(C)C)NC(CCCCN1CCN(CC1)CCNC([O-])=O)=O)C(NCC1=CC=C(C=C1)C1=C(N=CS1)C)=O